2-[4-[(E)-3-(2,4-Difluorophenyl)-3-oxoprop-1-enyl]-2-methoxyphenoxy]acetic acid FC1=C(C=CC(=C1)F)C(/C=C/C1=CC(=C(OCC(=O)O)C=C1)OC)=O